4-[[[4-[(3-methylpyridin-2-yl)amino]pyrrolo[2,1-f][1,2,4]triazin-2-yl]thio]methyl]benzoic acid CC=1C(=NC=CC1)NC1=NC(=NN2C1=CC=C2)SCC2=CC=C(C(=O)O)C=C2